(S)-5-fluoro-2,3-dimethyl-4-(3-propiolamidopiperidin-1-yl)-1H-indole-7-carboxamide FC=1C(=C2C(=C(NC2=C(C1)C(=O)N)C)C)N1C[C@H](CCC1)NC(C#C)=O